1-methyl-7-cyano-2(1H)-quinoxalinone CN1C(C=NC2=CC=C(C=C12)C#N)=O